COC=1C2=C(N(C(N1)=O)C)C=CC=N2 Methoxy-1-methylpyrido[3,2-d]pyrimidin-2(1H)-one